[(4R*)-15,19-difluoro-4-methyl-3,4-dihydro-2H,11H-12,16-(azeno)-10,6-(metheno)-1,5,11,13-benzodioxadiazacyclooctadecin-8-yl]methyl((methyl)oxo-lambda6-sulfanylidene)-L-valinamide FC1=CN=C2NC=3C=C(C=C(O[C@@H](CCOC4=C(C1=N2)C=CC(=C4)F)C)C3)C([C@](N=S(=O)C)(C(=O)N)C)(C)C |o1:12|